(2R)-2-[(2R)-4-(2-Chloro-5-cyano-3-{[8-cyano-4-(cyclopropylamino)pyrazolo[1,5-a][1,3,5]triazin-2-yl]amino}phenyl)-2-methylpiperazin-1-yl]propanamide ClC1=C(C=C(C=C1NC1=NC=2N(C(=N1)NC1CC1)N=CC2C#N)C#N)N2C[C@H](N(CC2)[C@@H](C(=O)N)C)C